5-[[5-[4-[[(1,1-dimethyl-2-morpholino-ethyl)amino]methyl]-2-methoxy-phenyl]-1H-pyrazol-3-yl]amino]pyrazine-2-carbonitrile CC(CN1CCOCC1)(C)NCC1=CC(=C(C=C1)C1=CC(=NN1)NC=1N=CC(=NC1)C#N)OC